4-chloro-5-methylpyrimidine-2-carbonitrile ClC1=NC(=NC=C1C)C#N